3-(methoxymethyl)-5,6-dimethyl-1H-pyridin-4-one COCC1=CNC(=C(C1=O)C)C